O1CCC(C=2C=NC=CC21)N 2H,3H,4H-pyrano[3,2-c]pyridin-4-amine